methyl 3-oxopropionate sodium salt [Na].O=CCC(=O)OC